(S)-N-(6-(4-(1-naphthoyl)piperazin-1-yl)-5-(2-cyclohexylacetamido)-6-oxohexyl)acrylamide C1(=CC=CC2=CC=CC=C12)C(=O)N1CCN(CC1)C([C@H](CCCCNC(C=C)=O)NC(CC1CCCCC1)=O)=O